amino-2-(3,5-dichloro-4-((8-methyl-1-oxo-1,2,5,6,7,8-hexahydro-5,7-methanoisoquinolin-4-yl)oxy)phenyl)-1,2,4-triazine-3,5(2H,4H)-dione NN1C(N(N=CC1=O)C1=CC(=C(C(=C1)Cl)OC1=CNC(C=2C(C3CC(C12)C3)C)=O)Cl)=O